[Pr].COCCO 2-Methoxyethanol praseodymium